C1=CC(=CC=2OC3=C(C21)C=CC=C3)C(C(F)(F)F)N[C@H](C(=O)OCC)CC(C)(C)F ethyl (2S)-2-((1-(dibenzo[b,d]furan-3-yl)-2,2,2-trifluoroethyl) amino)-4-fluoro-4-methylpentanoate